2-(cyclopropylmethyl)-5-(3,4-difluorophenyl)-1H-pyrrole-3-carboxylic acid C1(CC1)CC=1NC(=CC1C(=O)O)C1=CC(=C(C=C1)F)F